tert-butyl N-(1-ethyl-4-oxo-cyclohexyl)-N-methyl-carbamate C(C)C1(CCC(CC1)=O)N(C(OC(C)(C)C)=O)C